C(C1=CC=CC=C1)(=O)OC(C(C(C)OC(C1=CC=CC=C1)=O)C)C1=CC=CC=C1 1-phenyl-2-methyl-1,3-butanediol dibenzoate